COC1=CC=C2N=C(C=NC2=C1)C 7-Methoxy-3-methylquinoxalin